2,2'-(thiophene-2,5-diyl)bis(4H-3,1-benzoxazin-4-on) S1C(=CC=C1C1=NC2=C(C(O1)=O)C=CC=C2)C2=NC1=C(C(O2)=O)C=CC=C1